decynedicarboxylic acid C(C#CCCCCCCC)(C(=O)O)C(=O)O